[Ti].CN(C=O)C N,N-dimethylformamide titanium